C(C)C=1C=NOC1 4-Ethyl-Isoxazole